C1(=CC=C(C=C1)NC(=S)NC1=CC=C(C=C1)C)C 1,3-bis(p-tolyl)thiourea